3-(2-chlorophenyl)-2-methyl-3-oxopropanenitrile ClC1=C(C=CC=C1)C(C(C#N)C)=O